N-(2-fluorobenzyl)-2-(5-(2-methyl-4-(2-((3aR,6aS)-tetrahydro-1H-furo[3,4-c]pyrrol-5(3H)-yl)ethoxy)phenyl)pyridin-2-yl)acetamide FC1=C(CNC(CC2=NC=C(C=C2)C2=C(C=C(C=C2)OCCN2C[C@@H]3[C@H](C2)COC3)C)=O)C=CC=C1